5-chloro-4-((2'-methyl-3'-oxospiro[cyclopropane-1,1'-isoindoline]-4'-yl)oxy)pyrimidine ClC=1C(=NC=NC1)OC1=C2C(N(C3(C2=CC=C1)CC3)C)=O